CN1CCC2=CC(=C(C3=C2[C@H]1CC34C=CC(=O)C=C4)OC)OC The molecule is an isoquinoline alkaloid isolated from Berberis coletioides. It has a role as a plant metabolite. It is an isoquinoline alkaloid, a member of isoquinolines, an aromatic ether, a cyclic ketone and an organic heterotetracyclic compound.